BrC(C(F)(F)F)(C(C(F)(F)F)(I)F)F 2-bromo-3-Iodoperfluorobutane